maleic acid (TRIS-maleate) C(\C=C/C(=O)O)(=O)O.C(\C=C/C(=O)O)(=O)O.C(\C=C/C(=O)O)(=O)O.C(\C=C/C(=O)O)(=O)O